FC(OC1=CC(=NN1)NC1=NC(=CN=C1)O[C@@H]1C[C@@H](NCCC1)C)F N-(5-(difluoromethoxy)-1H-pyrazol-3-yl)-6-(((2S,4S)-2-methylazepan-4-yl)oxy)pyrazin-2-amine